BrC1=CC=NN1C1OCCCC1 5-bromo-1-(tetrahydro-2H-pyran-2-yl)-1H-pyrazole